methyl 4-(((tert-butoxycarbonyl) (cyclobutylmethyl) amino) methyl)-7,7-dimethyl-6,7-dihydro-5H-cyclopenta[b]pyridine-2-carboxylate C(C)(C)(C)OC(=O)N(CC1CCC1)CC1=C2C(=NC(=C1)C(=O)OC)C(CC2)(C)C